O1C=NC(=C1)CCC(=O)N (oxazol-4-yl-methyl)-acetamide